2-methylimidazole lead [Pb].CC=1NC=CN1